N1C=CC=CC2=C1C=CC=C2 1-benzazepine